1-(6-methyl-4-((R)-3-methylmorpholinyl)-2-(1H-pyrazol-3-yl)-2,6,8,9-tetrahydro-7H-1,2,3,7-tetraazabenzo[cd]azulene-7-yl)ethan-1-one CC1C=2C3=C(N(N=C3CCN1C(C)=O)C1=NNC=C1)N=C(C2)N2[C@@H](COCC2)C